N-[3-(2-dibutylaminoethyl)-1H-indol-5-yl]naphthalene-1-sulfonamide C(CCC)N(CCC1=CNC2=CC=C(C=C12)NS(=O)(=O)C1=CC=CC2=CC=CC=C12)CCCC